5-bromo-4-methyl-2-(2,2,2-trifluoroethoxy)benzenesulfonic acid BrC=1C(=CC(=C(C1)S(=O)(=O)O)OCC(F)(F)F)C